[O-]CCCC.[O-]CCCC.[O-]CCCC.C(C)[Sn+3] ethyl-tin tributoxide